O[C@@H](CC(=O)SCCNC(CCNC([C@@H](C(COP(OP(OC[C@@H]1[C@H]([C@H]([C@@H](O1)N1C=NC=2C(N)=NC=NC12)O)OP(=O)(O)O)(=O)O)(=O)O)(C)C)O)=O)=O)C (R)-3-hydroxybutyryl-CoA